6-chloro-2-methylquinazolin-4(3H)-one ClC=1C=C2C(NC(=NC2=CC1)C)=O